methyl (6S,10S)-10-(1,3-benzodioxol-5-yl)-2-benzyl-6-butyl-3,8-dioxo-1-phenyl-4-oxa-2,7,9-triazadodecan-12-oate O1COC2=C1C=CC(=C2)[C@@H](NC(N[C@H](COC(N(CC2=CC=CC=C2)CC2=CC=CC=C2)=O)CCCC)=O)CC(=O)OC